methyl (R)-(4-amino-3-(3-((tert-butoxycarbonyl)amino)pyrrolidin-1-yl)benzoyl)glycinate NC1=C(C=C(C(=O)NCC(=O)OC)C=C1)N1C[C@@H](CC1)NC(=O)OC(C)(C)C